Methyl (S)-3-((S)-2-(4-fluoro-2-oxopyridin-1(2H)-yl)pent-4-enamido)-3-(2'-methyl-6'-(pent-4-en-1-yloxy)-[1,1'-biphenyl]-3-yl)propanoate FC1=CC(N(C=C1)[C@H](C(=O)N[C@@H](CC(=O)OC)C=1C=C(C=CC1)C1=C(C=CC=C1OCCCC=C)C)CC=C)=O